C\C(=C/CN(OC[C@H]1O[C@H](C(C1OP(OCCC#N)N(C(C)C)C(C)C)OC)N1C(NC(C=C1)=O)=O)C\C=C(\CCC=C(C)C)/C)\CCC=C(C)C 3-[[(2R,5R)-2-[[bis[(2E)-3,7-dimethylocta-2,6-dienyl]amino]oxymethyl]-5-(2,4-dioxopyrimidin-1-yl)-4-methoxy-tetrahydrofuran-3-yl]oxy-(diisopropylamino)phosphanyl]oxypropanenitrile